COC1=CC2=C(NC=3CCN(CCC32)C)C=N1 3-methoxy-7-methyl-5,6,7,8,9,10-hexahydropyrido[4',3':4,5]pyrrolo[2,3-d]azepine